N-cyclopropyl-2-fluoro-4-methyl-5-{1-[6-(4-methylpiperazine-1-carbonyl)imidazo[1,2-a]pyridin-3-yl]-1H-pyrazol-4-yl}benzamide C1(CC1)NC(C1=C(C=C(C(=C1)C=1C=NN(C1)C1=CN=C2N1C=C(C=C2)C(=O)N2CCN(CC2)C)C)F)=O